N1(C=NC2=C1C=CC=C2)[C@@H]([C@H](C)C=2N(C(C(=C(N2)C(=O)NC=2C=NOC2)O)=O)C)C2=C(C=CC=C2)Cl 2-((1S,2S)-1-(1H-benzo[d]imidazol-1-yl)-1-(2-chlorophenyl)propan-2-yl)-5-hydroxy-N-(isoxazol-4-yl)-1-methyl-6-oxo-1,6-dihydropyrimidine-4-carboxamide